5-((4-methoxybenzyl)thio)-[1,2,3]triazolo[1,5-a]pyridine COC1=CC=C(CSC2=CC=3N(C=C2)N=NC3)C=C1